BrC1=NC2=C3N=CC=CC3=CC=C2C(=C1)C1=CC=CC=C1 2-bromo-4-phenyl-1,10-phenanthroline